COCCOCCOCCOCCOCCOC(\C=C/C(=O)O)=O maleic acid mono-[2-(2-{2-[2-(2-methoxy-ethoxy)-ethoxy]-ethoxy}-ethoxy)-ethyl] ester